1-(6-bromoimidazo[1,2-a]pyridin-3-yl)-N,N-dimethylmethanamine BrC=1C=CC=2N(C1)C(=CN2)CN(C)C